2,2,2-trifluoroethyl 2-((2S,5R)-5-methyl-4-(1-methylcyclopropanecarbonyl)-2-phenylpiperazin-1-yl)-2-oxoacetate C[C@H]1N(C[C@@H](N(C1)C(C(=O)OCC(F)(F)F)=O)C1=CC=CC=C1)C(=O)C1(CC1)C